[Na].[W] tungsten sodium salt